(6As,10aR)-6a-ethenyl-3-(4-iodobutyl)-6,6,9,10a-tetramethyl-7,8-dihydrobenzo[c]chromen-1-ol C(=C)[C@]12C(OC=3C=C(C=C(C3[C@@]1(C=C(CC2)C)C)O)CCCCI)(C)C